C(C)(C)(C)C1=C(OC2=C(N)C=CC=C2)C=C(C=C1)C 2-(2-tert-butyl-5-methylphenoxy)aniline